CC(COC1=CC=2N(C=C1)C(=CN2)C2=NC=NC(=C2)NCC2=CC=C(C=C2)C=2C=NN(C2)C)(C)O 2-methyl-1-(3-{6-[4-(1-methyl-1H-pyrazol-4-yl)-benzylamino]-pyrimidin-4-yl}-imidazo[1,2-a]Pyridin-7-yloxy)-propan-2-ol